C(C1=CC=CC=C1)OC1=CC=C2C(=CNC2=C1)C[C@@H](C)N (R)-1-(6-(benzyloxy)-1H-indol-3-yl)propan-2-amine